ClC=1C2=CN(N=C2C=CC1C1=NN(C2=NC(=C(N=C21)CO)N2CCC(CC2)(C(NC=2C=NC1=CC=CN=C1C2)=N)C)C2OCCCC2)C 1-(3-(4-chloro-2-methyl-2H-indazol-5-yl)-5-hydroxymethyl-1-(tetrahydro-2H-pyran-2-yl)-1H-pyrazolo[3,4-b]pyrazin-6-yl)-4-methyl-N-(1,5-naphthyridin-3-yl)piperidine-4-carboximidamide